C(C)OCC(COCCOC1OCCCC1)OCCOC1OCCCC1 2,2'-((((3-ethoxypropane-1,2-diyl)bis(oxy))bis(ethane-2,1-diyl))bis(oxy))bis(tetrahydro-2H-pyran)